OC1=CC=C(C=C1)N=C=NC1=CC=C(C=C1)O N,N'-bis(p-hydroxyphenyl)carbodiimide